ClC=1C=C2N(C(C=3N(C2=C(C1)OCC1CC1)C=CN3)=O)C=3C(=NC=CC3)C 7-Chloro-9-(cyclopropylmethoxy)-5-(2-methylpyridin-3-yl)imidazo[1,2-a]Quinoxaline-4(5H)-on